phenyl-1,3,5-triazine C1(=CC=CC=C1)C1=NC=NC=N1